CNC=1SC(=C(N1)C1=CC=CC=C1)C(=O)OCC ethyl 2-(methylamino)-4-phenylthiazole-5-carboxylate